NC1=NC=CC=C1C1=NC=2C(=NC(=CC2)Cl)N1C1=CC=C(C=C1)CNC(OC(C)(C)C)=O tert-butyl N-({4-[2-(2-aminopyridin-3-yl)-5-chloroimidazo[4,5-b]pyridin-3-yl]phenyl}methyl)carbamate